4-(1,2,3,6-tetrahydropyridin-4-yl)-6-(thiophen-3-yl)-N-(3-(trifluoromethyl)phenyl)-1,3,5-triazin-2-amine N1CCC(=CC1)C1=NC(=NC(=N1)C1=CSC=C1)NC1=CC(=CC=C1)C(F)(F)F